NC1=NC=2C=NC(=CC2C2=C1COC2)C(=O)N2[C@H](COC[C@H]2C2=NC=C(C=C2)C(F)(F)F)C (4-amino-1,3-dihydrofuro[3,4-c][1,7]naphthyridin-8-yl)((3S,5R)-3-methyl-5-(5-(trifluoromethyl)-2-pyridinyl)-4-morpholinyl)methanone